C(#N)C=1C=NN2C1C(=NC(=C2)C2=CC=C(C=C2)N2CCN(CC2)C(=O)OC(C)(C)C)C=2C=NC(=CC2)N2CCC(CC2)(C(NC(C)C)=O)CC tert-butyl 4-(4-(3-cyano-4-(6-(4-ethyl-4-(isopropylcarbamoyl)piperidin-1-yl)pyridin-3-yl)pyrazolo[1,5-a]pyrazin-6-yl)phenyl)piperazine-1-carboxylate